CC(C(C(C(C(C(C(C(C(OC(=O)C(=C)C)(F)F)(F)F)(F)F)(F)F)(F)F)(F)F)(F)F)(F)F)F heptadecafluorodecyl methacrylate